chromium-iron silicon [Si].[Fe].[Cr]